N1CC(C1)N1N=CC(=C1)N1C=C(C(C2=CC(=C(C=C12)N1[C@H](CCC1)COC1=NC=CC=C1Cl)Cl)=O)C(=O)O 1-[1-(azetidin-3-yl)pyrazol-4-yl]-6-chloro-7-[(2R)-2-[[(3-chloropyridin-2-yl)oxy]methyl]pyrrolidin-1-yl]-4-oxoquinoline-3-carboxylic acid